naphthyl(benzanthracenyl)anthracene-d8 C1(=CC=CC2=CC=CC=C12)C1=C2C(=C(C(=C(C2=C(C=2C(=C(C(=C(C12)[2H])[2H])[2H])[2H])[2H])[2H])[2H])[2H])C1=CC=CC=2C=CC=3C=C4C=CC=CC4=CC3C21